ClC1=C2C(=NC=C1C=1C=C(C=CC1)N1C(CN(CC1)S(=O)(=O)CCCN1CCNCC1)=O)NC=C2C2CC2 1-(3-(4-chloro-3-cyclopropyl-1H-pyrrolo[2,3-b]pyridin-5-yl)phenyl)-4-((3-(piperazin-1-yl)propyl)sulfonyl)piperazin-2-one